tert-Butyl 4-(3-cyclopropyl-5-(2,4-dioxotetrahydropyrimidin-1(2H)-yl)-1H-indol-1-yl)piperidine-1-carboxylate C1(CC1)C1=CN(C2=CC=C(C=C12)N1C(NC(CC1)=O)=O)C1CCN(CC1)C(=O)OC(C)(C)C